(R)-7'-(5-methyl-1H-indazol-4-yl)-2'-oxo-1',4'-dihydro-2'H-spiro[pyrrolidine-3,3'-quinoline]-1-carbonitrile CC=1C(=C2C=NNC2=CC1)C1=CC=C2C[C@]3(C(NC2=C1)=O)CN(CC3)C#N